NC1=NC=CC(=N1)C1=CC(=C(CC=2C(=NC=3CCNCC3C2)C(=O)N)C=C1)C (4-(2-aminopyrimidin-4-yl)-2-methylbenzyl)-5,6,7,8-tetrahydro-1,6-naphthyridine-2-carboxamide